((3-(3,4-dihydroisoquinolin-2(1H)-yl)-2-hydroxypropyl)amino)pyridine C1N(CCC2=CC=CC=C12)CC(CNC1=NC=CC=C1)O